Tert-butyl N-(1H-1,3-benzodiazol-2-ylmethyl)-N-[2-(4-{[(2-methoxypyridin-4-yl)methyl]carbamoyl}-1,3-thiazol-2-yl)ethyl]carbamate N1C(=NC2=C1C=CC=C2)CN(C(OC(C)(C)C)=O)CCC=2SC=C(N2)C(NCC2=CC(=NC=C2)OC)=O